ClC=1C=C(C(=NC1)OC1=CC2=C(N=C(O2)C(=O)OCC)C=C1)OCC(F)(F)F Ethyl 6-((5-chloro-3-(2,2,2-trifluoroethoxy)pyridin-2-yl)oxy)benzo[d]oxazole-2-carboxylate